2',3'-dideoxy-cytidine [C@@H]1(CC[C@@H](CO)O1)N1C(=O)N=C(N)C=C1